(1aS,6bS)-5-fluoro-1a,6b-dihydro-1H-cyclopropa[b]benzofuran FC=1C=CC2=C([C@H]3[C@@H](O2)C3)C1